4-(3-(4-methoxyphenyl)propionyl)-3,4-dihydro-2H-pyrido[4,3-b][1,4]oxazine COC1=CC=C(C=C1)CCC(=O)N1C2=C(OCC1)C=CN=C2